C(CCCCCCCC(=O)[O-])(=O)[O-] azelaic acid anion